1-benzyloxycarbonyl-4-(tert-butoxycarbonylamino)piperidine-4-carboxylic acid C(C1=CC=CC=C1)OC(=O)N1CCC(CC1)(C(=O)O)NC(=O)OC(C)(C)C